tert-butyl (R)-3-(allyloxy)azepane-1-carboxylate C(C=C)O[C@H]1CN(CCCC1)C(=O)OC(C)(C)C